BrC1=CC2=C(NC(=N2)[C@H](COC(C(F)(F)F)(C)C)NC(OC(C)(C)C)=O)C=C1 tert-Butyl (R)-(1-(5-bromo-1H-benzo[d]imidazol-2-yl)-2-((1,1,1-trifluoro-2-methylpropan-2-yl)oxy)ethyl)carbamate